C(C=CC1=CC=CC=C1)(=O)NNC(\C=C\C1=C(C=C(C=C1)Cl)Cl)=O (E)-N'-cinnamoyl-3-(2,4-dichlorophenyl)acrylohydrazide